phosphorous acid mono-(2-chloro-cyanoethyl)-phenylene ester ClC(CC=1C2=C(C=CC1)OP(O2)O)C#N